P(=O)(O)(O)O.N[C@@H](CCC(N)=O)C(=O)O Glutamine phosphate